4-[(tert-Butyldiphenylsilyl)oxy]oxolan-3-one Methyl-6-tert-butyl-7-(2-methoxyethyl)-5-methyl-pyrrolo[2,3-b]pyrazine-3-carboxylate COC(=O)C1=CN=C2C(=N1)N(C(=C2CCOC)C(C)(C)C)C.[Si](C2=CC=CC=C2)(C2=CC=CC=C2)(C(C)(C)C)OC2C(COC2)=O